FC=1C=CC=C2C=C(C=NC12)C1=NC(CC2=C(C=CC=C12)F)(C)C 8-Fluoro-3-(5-fluoro-3,3-dimethyl-3,4-dihydroisochinolin-1-yl)-chinolin